1,1,1,3,3,3-hexafluoro-2-(2'-fluoro-4'-((8-(methylsulfonyl)-3,8-diazabicyclo[3.2.1]octan-3-yl)methyl)-[1,1'-biphenyl]-4-yl)propan-2-ol FC(C(C(F)(F)F)(O)C1=CC=C(C=C1)C1=C(C=C(C=C1)CN1CC2CCC(C1)N2S(=O)(=O)C)F)(F)F